methylpropyl-(indenyl)(tetramethylcyclopentadienyl)silane C[Si](C1(C(=C(C(=C1)C)C)C)C)(C1C=CC2=CC=CC=C12)CCC